tert-butyl (R)-3-(2-(3-(4-amino-1-(tert-butyl)-1H-pyrazolo[3,4-d]pyrimidin-3-yl)-5-cyclopropylisoxazol-4-yl)pyrimidin-5-yl)pyrrolidine-1-carboxylate NC1=C2C(=NC=N1)N(N=C2C2=NOC(=C2C2=NC=C(C=N2)[C@@H]2CN(CC2)C(=O)OC(C)(C)C)C2CC2)C(C)(C)C